COCCCOC1=CC=C(C=C1)C1=CC=C(C=C1)C(C)(C)NC(=O)N1CCN2CCC1CC2 N-(2-(4'-(3-Methoxypropoxy)-[1,1'-biphenyl]-4-yl)propan-2-yl)-1,4-diazabicyclo[3.2.2]nonane-4-carboxamide